(3S,4R)-1-ethyl-4-fluoropiperidin-3-amine C(C)N1C[C@@H]([C@@H](CC1)F)N